(3R)-3-(4-(1'-(4-((3-(2,6-dioxopiperidin-3-yl)-1-methyl-1H-indazol-6-yl)oxy)-benzyl)-[4,4'-bipiperidin]-1-yl)-1,3-dioxoisoindolin-2-yl)-3-(3-ethoxy-4-methoxyphenyl)-propanenitrile O=C1NC(CCC1C1=NN(C2=CC(=CC=C12)OC1=CC=C(CN2CCC(CC2)C2CCN(CC2)C2=C3C(N(C(C3=CC=C2)=O)[C@H](CC#N)C2=CC(=C(C=C2)OC)OCC)=O)C=C1)C)=O